9-phenyl-3,6-bis(4,4,5,5-tetramethyl-1,3,2-dioxaborolan-2-yl)-9H-carbazole C1(=CC=CC=C1)N1C2=CC=C(C=C2C=2C=C(C=CC12)B1OC(C(O1)(C)C)(C)C)B1OC(C(O1)(C)C)(C)C